ClC12C(OC3=C1C=CC(=C3)C(F)(F)F)(C3=C(C=CC=C3C2=O)[N+](=O)[O-])O 9b-Chloro-4b-hydroxy-4-nitro-7-(trifluoromethyl)-4b,9b-dihydro-10H-indeno[1,2-b]benzofuran-10-one